Ethyl-(3-cyano-1-isopropyl-indol-5-yl) pyrazole-4-carboxylate N1N=CC(=C1)C(=O)OC=1C=C2C(=C(N(C2=CC1)C(C)C)CC)C#N